ClC1=C2C(=CNC2=C(C=C1)N1C[C@H](OCC1)C1=CC=C(C=C1)N1CCC(CC1)CN1CCC(CC1)N1C=CC2=C(C=CC=C12)N1C(NC(CC1)=O)=O)C#N |o1:12| 4-Chloro-7-[(2R*)-2-{4-[4-({4-[4-(2,4-dioxo-1,3-diazinan-1-yl)-1H-indol-1-yl]piperidin-1-yl}methyl)piperidin-1-yl]phenyl}morpholin-4-yl]-1H-indole-3-carbonitrile